COC=1C=C(C2=CC=CC=C2C1)CCN(C(C)C)C N-(2-(3-methoxynaphthalen-1-yl)ethyl)-N-methylpropan-2-amine